C(C1=CC=CC=C1)OC1=CC(=C(C(=C1)F)C1=CCCC2=CC(=CC=C12)OC)F 4-(4-(benzyloxy)-2,6-difluorophenyl)-7-methoxy-1,2-dihydronaphthalene